(S)-2,3-dimethyl-6-(2-(1-methyl-1H-pyrazol-4-yl)morpholino)-8-(3-(trifluoromethyl)bicyclo[1.1.1]pentan-1-yl)pyrimido[5,4-d]pyrimidin-4(3H)-one CC=1N(C(C2=C(N1)C(=NC(=N2)N2C[C@@H](OCC2)C=2C=NN(C2)C)C21CC(C2)(C1)C(F)(F)F)=O)C